4-(Cyclohexylamino)-N-methyl-3-(pyrimidin-4-yl)benzenesulfonamide C1(CCCCC1)NC1=C(C=C(C=C1)S(=O)(=O)NC)C1=NC=NC=C1